tert-butyl (1R,5S)-3-(8-fluoro-7-(3-hydroxynaphthalen-1-yl)-2-(2-(1-methyl-1H-benzo[d]imidazol-2-yl)ethoxy)pyrido[4,3-d]pyrimidin-4-yl)-3,8-diazabicyclo[3.2.1]octane-8-carboxylate FC1=C(N=CC2=C1N=C(N=C2N2C[C@H]1CC[C@@H](C2)N1C(=O)OC(C)(C)C)OCCC1=NC2=C(N1C)C=CC=C2)C2=CC(=CC1=CC=CC=C21)O